1-[2-fluoro-4-(5-{2-[3-(trifluoromethoxy)phenyl]acetamido}-1,3,4-thiadiazol-2-yl)butyl]-N-(oxetan-3-ylmethyl)-1H-1,2,3-triazole-4-carboxamide FC(CN1N=NC(=C1)C(=O)NCC1COC1)CCC=1SC(=NN1)NC(CC1=CC(=CC=C1)OC(F)(F)F)=O